FC=1C(=C(C=CC1)C1=C(C(=O)O)C=CC=C1O)C1=C(C(=O)O)C=CC=C1O.C(#N)C1=C(OC(C(=O)N[C@@H]2[C@H](CNCC2)C)(F)F)C=CC=C1 (2-cyanophenoxy)-2,2-difluoro-N-((3S,4S)-3-methylpiperidin-4-yl)acetamide 3-fluoro-1,2-phenylenebis(3-hydroxybenzoate)